methyl (1S,3R,4aS,8S,8aS)-3-hydroxy-1-methyl-8-[(2S,3R,4S,5S,6R)-3,4,5-trihydroxy-6-(hydroxymethyl)oxan-2-yl]oxy-1,3,4,4a,8,8a-hexahydropyrano[3,4-c]pyran-5-carboxylate O[C@H]1C[C@H]2[C@H]([C@@H](OC=C2C(=O)OC)O[C@@H]2O[C@@H]([C@H]([C@@H]([C@H]2O)O)O)CO)[C@@H](O1)C